C(C)N(S(F)(F)F)CC N,N-diethyl-1,1,1-trifluoro-λ4-sulfanamine